N1C(=NC2=C1C=CC=C2)C2=CC=CC(=N2)C(=O)N2CCC(CC2)N2C(N=C(C=C2)C(=O)N)N2CCOCC2 1-(1-(6-(1H-benzo[d]imidazol-2-yl)picolinoyl)piperidin-4-yl)-2-morpholinopyrimidine-4-carboxamide